C(#N)C1=C(C=CC=C1N1C(CCC2=CC(=C(C=C12)C(F)F)C=1C=NN(C1)C)C)CCC(=O)[O-] 3-{2-cyano-3-[7-(difluoromethyl)-Methyl 6-(1-methylpyrazol-4-yl)-3,4-dihydro-2H-quinolin-1-yl]phenyl}propionate